2,5-dioxopyrrolidin-1-yl 2-((2S,5S,6R)-5-hydroxy-6-((E)-2-iodovinyl)-4-methylenetetrahydro-2H-pyran-2-yl)acetate O[C@H]1C(C[C@H](O[C@@H]1\C=C\I)CC(=O)ON1C(CCC1=O)=O)=C